D-N-methyl-valine CN[C@H](C(C)C)C(=O)O